[N+](=O)([O-])C1=CC=C(C=C1)OC(=O)C=1SC2=C(C1)C=CC=C2 1-benzothiophene-2-carboxylic acid 4-nitrophenyl ester